N-(4-fluorophenyl)-5-(2'-oxo-1'-(pyrimidin-2-yl)spiro[cyclobutane-1,3'-indol]-4'-yl)-2-(trifluoromethyl)benzamide FC1=CC=C(C=C1)NC(C1=C(C=CC(=C1)C1=C2C3(C(N(C2=CC=C1)C1=NC=CC=N1)=O)CCC3)C(F)(F)F)=O